ClC=1C(=NC=CC1C1=C(C(=CC=C1)C1=NC(=C(C=C1)CNC(C)C)OC)Cl)C=1C=C(C=2N(C1)N=C(N2)CN2CC1(C2)CC(C1)O)OC 2-((6-(3-chloro-4-(2-chloro-3-(5-((isopropylamino)methyl)-6-methoxypyridin-2-yl)phenyl)pyridin-2-yl)-8-methoxy-[1,2,4]triazolo[1,5-a]pyridin-2-yl)methyl)-2-azaspiro[3.3]heptan-6-ol